3-(2-methoxy-4-pyridinyl)prop-2-ynal COC1=NC=CC(=C1)C#CC=O